N1N=CC(=C1)S(=O)(=O)N1C[C@H]([C@H](CC1)NC1=NC=C(C(=N1)C1=CC2=C(CNC2=O)S1)C(F)(F)F)F 2-(2-(((3R,4S)-1-((1H-pyrazol-4-yl)sulfonyl)-3-fluoropiperidin-4-yl)amino)-5-(trifluoromethyl)pyrimidin-4-yl)-5,6-dihydro-4H-thieno[2,3-c]pyrrol-4-one